ClC1=NC=C2C(=CC=NC2=C1F)O 7-chloro-8-fluoro-1,6-naphthyridin-4-ol